(5S,7S)-5,7-dimethyl-5,6,7,8-tetrahydroquinolin-4-ol C[C@@H]1C=2C(=CC=NC2C[C@H](C1)C)O